CS(=O)(=O)N1CCCCC1 methanesulfonylpiperidin